C1(CC1)C=1C(=NC=C(C1)NC(C(=O)N1[C@H](CN([C@@H](C1)C)C(=O)C1(CC1)C)C1=CC=C(C=C1)F)=O)NC(OC(C)(C)C)=O tert-butyl (3-cyclopropyl-5-(2-((2S,5R)-2-(4-fluorophenyl)-5-methyl-4-(1-methylcyclopropanecarbonyl)piperazin-1-yl)-2-oxoacetamido)pyridin-2-yl)carbamate